benzyl (2-(4-(4-fluorophenyl)-6-(((1R,5S,6s)-3-(4-methyl-2-(pyrimidin-2-yl)thiazole-5-carbonyl)-3-azabicyclo[3.1.0]hexan-6-yl)oxy)pyridin-2-yl)propan-2-yl)carbamate FC1=CC=C(C=C1)C1=CC(=NC(=C1)OC1[C@@H]2CN(C[C@H]12)C(=O)C1=C(N=C(S1)C1=NC=CC=N1)C)C(C)(C)NC(OCC1=CC=CC=C1)=O